2-(4-bromophenyl)-5-((4-methylpiperazin-1-yl)methyl)pyrimidine BrC1=CC=C(C=C1)C1=NC=C(C=N1)CN1CCN(CC1)C